1,6-bis(trimethylsilylmethyl)hexane C[Si](C)(C)CCCCCCCC[Si](C)(C)C